5-(4-((tert-butoxycarbonyl)amino)-4-methylpiperidin-1-yl)-8-iodoimidazo[1,2-c]pyrimidine-7-carboxylic acid C(C)(C)(C)OC(=O)NC1(CCN(CC1)C1=NC(=C(C=2N1C=CN2)I)C(=O)O)C